C\C(=C/CCC(C=C)=C)\CCC=C(C)C (E)-7,11-dimethyl-3-methylenedodec-1,6,10-triene